3-(cyclopropylmethyl)-7-((1,1-dioxidotetrahydro-2H-thiopyran-4-yl)amino)-1,1-dioxidobenzo[b]thiophen C1(CC1)CC=1C2=C(S(C1)(=O)=O)C(=CC=C2)NC2CCS(CC2)(=O)=O